N(=[N+]=[N-])\C(\C(=O)OC)=C/C1=CC=CC=C1 methyl (Z)-2-azido-3-phenylacrylate